1-{3-(2,2-difluoroethoxy)-5-[(2R)-2-methylmorpholin-4-yl]phenyl}-3-[(1-ethyl-1H-pyrazol-4-yl)methyl]-4,5-dimethyl-1,3-dihydro-2H-imidazol-2-one FC(COC=1C=C(C=C(C1)N1C[C@H](OCC1)C)N1C(N(C(=C1C)C)CC=1C=NN(C1)CC)=O)F